6-(2-(2-fluoro-3-(trifluoromethyl)phenyl)-2-hydroxyacetyl)-2-(1-(3-isopropylphenyl)cyclopropyl)-5,6,7,8-tetrahydropyrido[4,3-d]pyrimidin-4(3H)-one FC1=C(C=CC=C1C(F)(F)F)C(C(=O)N1CC2=C(N=C(NC2=O)C2(CC2)C2=CC(=CC=C2)C(C)C)CC1)O